[Cl-].C(C1=CC=CC=C1)[N+]1(CCCCCC1)CCN(C1=C(C=CC=C1C)C)C(=O)OC(C)(C)C 1-benzyl-1-(2-((tert-butoxycarbonyl)(2,6-dimethylphenyl)amino)ethyl)azepan-1-ium chloride